ClC=1C(=NC(=NC1)NC1=CC=C(C=C1)N1CCOCC1)OCC1CCC(CC1)NCC(F)F 5-chloro-4-(((1R,4R)-4-((2,2-difluoroethyl)amino)cyclohexyl)methoxy)-N-(4-morpholinophenyl)pyrimidin-2-amine